FC1=C(C=C(C=C1)F)NNC(C#CC1=CC(=C(C=C1)F)F)=O N'-(2,5-difluorophenyl)-3-(3,4-difluorophenyl)prop-2-ynohydrazide